(4-(6,7-dimethoxy-3-methyl-4-oxo-3,4-dihydro-phthalazin-1-yl)benzyl)sulfonamide hydrochloride Cl.COC=1C=C2C(N(N=C(C2=CC1OC)C1=CC=C(CS(=O)(=O)N)C=C1)C)=O